C(C)OC(=O)C=1NC=CC1N(C(=S)NC(=O)OCC)CC1=CN=CN1CC(F)F 3-(1-((1-(2,2-difluoroethyl)-1H-imidazol-5-yl)methyl)-3-(ethoxycarbonyl)thioureido)-1H-pyrrole-2-carboxylic acid ethyl ester